6-(2,6-dichlorophenyl)-2-({4-[(3S)-3-(propan-2-yl)piperazin-1-yl]phenyl}amino)imidazo[1,2-a]pyrimido[5,4-e]pyrimidin-5(6H)-one ClC1=C(C(=CC=C1)Cl)N1C=2N(C3=C(C1=O)C=NC(=N3)NC3=CC=C(C=C3)N3C[C@@H](NCC3)C(C)C)C=CN2